4-bromo-7-fluoro-8-[2,3,5-tris(fluoro)phenyl]quinoline-3-carboxylic acid ethyl ester C(C)OC(=O)C=1C=NC2=C(C(=CC=C2C1Br)F)C1=C(C(=CC(=C1)F)F)F